methyl-caranealdehyde CC1C2(C(CCC1C)C2(C)C)C=O